5-(1-(4-(dimethylamino)piperidin-1-yl)ethyl)-6-methyl-2-(3,4,5-trimethoxyphenyl)-indolizine-7-carboxylic acid isopropyl ester C(C)(C)OC(=O)C=1C(=C(N2C=C(C=C2C1)C1=CC(=C(C(=C1)OC)OC)OC)C(C)N1CCC(CC1)N(C)C)C